C(C)OP(=O)(OCC)C(C(=O)O)F 2-(diethoxyphosphoryl)-2-fluoroacetic acid